tert-butyl (2S,6R)-4-(8-((8-fluoro-2-formylimidazo[1,2-a]pyridin-6-yl)carbamoyl)quinoxalin-5-yl)-2,6-dimethylpiperazine-1-carboxylate FC=1C=2N(C=C(C1)NC(=O)C=1C=CC(=C3N=CC=NC13)N1C[C@@H](N([C@@H](C1)C)C(=O)OC(C)(C)C)C)C=C(N2)C=O